BrC1=C(C=O)C=C(C=C1)C1=NC(=CC=C1I)Cl 2-bromo-5-(6-chloro-3-iodo-2-pyridyl)benzaldehyde